FC=1C(=C(C=C(C1)CC(C)C)N1C[C@@H](N([C@@H](C1)C)CC=1N=NC=CC1)C)C=1N=NNN1 3-[[(2S,6R)-4-[3-fluoro-5-isobutyl-2-(2H-tetrazol-5-yl)phenyl]-2,6-dimethyl-piperazin-1-yl]methyl]pyridazine